[Si](C)(C)(C(C)(C)C)OC12COCC(C1)(C2)N2CCC1=C2N=NC(=C1)Cl 7-(5-{[tert-butyl(dimethyl)silyl]oxy}-3-oxabicyclo[3.1.1]heptan-1-yl)-3-chloro-6,7-dihydro-5H-pyrrolo[2,3-c]pyridazine